N,N-bis(1-methylethyl)-silaneamine CC(C)N([SiH3])C(C)C